3-((4-(4-(4,4,5,5-tetramethyl-1,3,2-dioxaborolan-2-yl)phenyl)-1H-1,2,3-triazol-1-yl)methyl)pyridine CC1(OB(OC1(C)C)C1=CC=C(C=C1)C=1N=NN(C1)CC=1C=NC=CC1)C